CNN1C=NC=C1C(=O)O 1-(methylamino)-1H-imidazole-5-carboxylic acid